tert-butyl (S)-3-((6-(4-hydroxyphenyl)imidazo[1,5-a]pyridin-8-yl)oxy)pyrrolidine-1-carboxylate OC1=CC=C(C=C1)C=1C=C(C=2N(C1)C=NC2)O[C@@H]2CN(CC2)C(=O)OC(C)(C)C